methyl 3-(9-((2-(sec-butoxy)-4-(((tert-butoxycarbonyl)amino)methyl)phenyl)carbamoyl)-4,5-dihydrobenzo[b]thieno[2,3-d]oxepin-8-yl)-6-(propylcarbamoyl)picolinate C(C)(CC)OC1=C(C=CC(=C1)CNC(=O)OC(C)(C)C)NC(=O)C1=CC2=C(OCCC3=C2SC=C3)C=C1C=1C(=NC(=CC1)C(NCCC)=O)C(=O)OC